7-(bromomethyl)-3,4-dihydro-1H-isoquinoline-2-carboxylic acid tert-butyl ester C(C)(C)(C)OC(=O)N1CC2=CC(=CC=C2CC1)CBr